C(C)(=O)[O-].C(C)(=O)[O-].C(C)(=O)O.C(C)(=O)O.C(C)(=O)O.[Mg+2] magnesium triacetate diacetate